3,5-bis(trifluoromethyl)phenylhydrazine hydrochloride Cl.FC(C=1C=C(C=C(C1)C(F)(F)F)NN)(F)F